(1s,2s)-2-fluoro-N-(6-(5-(hydroxymethyl)-4-methylpyridin-3-yl)benzo[d]thiazol-2-yl)cyclopropane-1-carboxamide F[C@@H]1[C@@H](C1)C(=O)NC=1SC2=C(N1)C=CC(=C2)C=2C=NC=C(C2C)CO